C(C)OC1=NC=2N(C=C1C(=O)OC)C=C(N2)C methyl 7-ethoxy-2-methylimidazo[1,2-a]pyrimidine-6-carboxylate